pyrrole-2(1H)-carboxylic acid Butyl ester C(CCC)OC(=O)C=1NC=CC1